C1(=CC=C(C=C1)CO)CO 1,4-phenylenedimethanol